2-((5-(1-Hydroxyethyl)isoindolin-2-yl)methyl)-5-((1-(methylsulfonyl)piperidin-4-yl)methoxy)-4H-pyran-4-one OC(C)C=1C=C2CN(CC2=CC1)CC=1OC=C(C(C1)=O)OCC1CCN(CC1)S(=O)(=O)C